methyl 6-(bromomethyl)quinoline-3-carboxylate BrCC=1C=C2C=C(C=NC2=CC1)C(=O)OC